CN(CCOC=1C=CC(=NC1)NC(C1=CC=CC=C1)=O)C N-(5-(2-(dimethylamino)ethoxy)pyridin-2-yl)benzamide